(4-(difluoromethyl)benzyl)triphenylphosphonium bromide [Br-].FC(C1=CC=C(C[P+](C2=CC=CC=C2)(C2=CC=CC=C2)C2=CC=CC=C2)C=C1)F